[Te].[Nb].[La] Lanthanum niobium tellurium